4-nitro-pyridine N-oxide [N+](=O)([O-])C1=CC=[N+](C=C1)[O-]